C(C)SC1=NN=C(S1)NC(C(C)SC=1NC(C2=C(N1)N(N=C2)C2=CC=CC=C2)=O)=O N-(5-(ethylthio)-1,3,4-thiadiazol-2-yl)-2-((4-oxo-1-phenyl-4,5-dihydro-1H-pyrazolo[3,4-d]pyrimidin-6-yl)thio)propanamide